(5-(pyridin-2-yl)-1,3,4-oxadiazol-2-yl)methanone N1=C(C=CC=C1)C1=NN=C(O1)C=O